C1(CC1)C1=NC=NC(=C1C=1N=C(C2=C(N1)N=CC=C2)OCC2=CC(=C(C=C2)C=2N(C=C(N2)C(F)(F)F)CC)F)OC 2-(4-cyclopropyl-6-methoxy-pyrimidin-5-yl)-4-[[4-[1-ethyl-4-(trifluoromethyl)imidazol-2-yl]-3-fluoro-phenyl]methoxy]pyrido[2,3-d]pyrimidine